2-amino-2-(3-ethynyl-1-methyl-pyrazolo[3,4-c]pyridin-4-yl)acetonitrile NC(C#N)C1=C2C(=CN=C1)N(N=C2C#C)C